pentylamino-5-oxopentyl-7-thia-2,4-diazabicyclo[3.3.0]octan-3-one C(CCCC)NN1C2(CSCC2NC1=O)CCCCC=O